(2r,3s,5r)-2-(((6-(5-chloropyrimidin-2-yl)bicyclo[4.1.0]hept-3-yl)oxy)methyl)-5-methyl-3-(methylsulfonyl)pyrrolidine-1-carboxylic acid isopropyl ester C(C)(C)OC(=O)N1[C@@H]([C@H](C[C@H]1C)S(=O)(=O)C)COC1CC2CC2(CC1)C1=NC=C(C=N1)Cl